2-[2,3-difluoro-4-[8-[4-[4-[(3R)-3-(hydroxymethyl)piperazine-1-carbonyl]piperidine-1-carbonyl]-3-methylanilino]imidazo[1,2-a]pyrazin-3-yl]phenoxy]acetonitrile FC1=C(OCC#N)C=CC(=C1F)C1=CN=C2N1C=CN=C2NC2=CC(=C(C=C2)C(=O)N2CCC(CC2)C(=O)N2C[C@@H](NCC2)CO)C